3,9-bis(1',1'-dimethyl-2'-hydroxyethyl)-2,4,8,10-tetraoxaspiro[5.5]undecane CC(CO)(C)C1OCC2(CO1)COC(OC2)C(CO)(C)C